CCCCCCCC/C=C\\CCCCCCCC(=O)OC[C@H](COP(=O)([O-])OC[C@@H](C(=O)[O-])[NH3+])OC(=O)CCCCCCC/C=C\\CCCCCC The molecule is a phosphatidylserine 34:2 that is the conjugate base of 1-oleoyl-2-palmitoleoyl-sn-glycero-3-phospho-L-serine, in which the carboxy and phosphate groups are anionic and the amino group is cationic. It is a conjugate base of a 1-oleoyl-2-palmitoleoyl-sn-glycero-3-phospho-L-serine.